4-Aminobicyclo[2.2.1]heptane-1-carboxylic acid methyl ester COC(=O)C12CCC(CC1)(C2)N